C(C1=CC=CC=C1)OCC1(CN(CC1)CC=1C=NN(C1)C)CCC1=CC=CC=C1 4-((3-(benzyloxymethyl)-3-phenethyl-pyrrolidin-1-yl)methyl)-1-methyl-1H-pyrazole